FC(C1(CC1)N1N=NC(=C1)[C@H](C1=C2C=CC=NC2=CC=C1)NC=1C=C2C(=C(C=NC2=C(C1)C#N)C#N)NCC(C)(C)C)F (S)-6-(((1-(1-(difluoromethyl)cyclopropyl)-1H-1,2,3-triazol-4-yl)(quinolin-5-yl)methyl)amino)-4-(neopentylamino)quinoline-3,8-dicarbonitrile